1-(tert-butyl-dimethyl-silanyloxy)-cyclopropanecarboxylic acid methyl ester COC(=O)C1(CC1)O[Si](C)(C)C(C)(C)C